1-[(4-methyl-quinazoline-2-yl)methyl]-3-methyl-7-(2-butyne-1-yl)-8-[(R)-3-(tert-butoxycarbonylamino)-piperidine-1-yl]-xanthine CC1=NC(=NC2=CC=CC=C12)CN1C(=O)N(C=2N=C(N(C2C1=O)CC#CC)N1C[C@@H](CCC1)NC(=O)OC(C)(C)C)C